5-(chloromethyl)-2-phenyloxazole ClCC1=CN=C(O1)C1=CC=CC=C1